(E)-5-(3-chlorostyryl)benzo[c][1,2]oxaborol-1(3H)-ol ClC=1C=C(/C=C/C2=CC3=C(B(OC3)O)C=C2)C=CC1